benzodioxanyl-chromene O1C(COC2=C1C=CC=C2)C2OC1=CC=CC=C1C=C2